C1(OOOO1)=O peroxy monocarbonate